ClC1=C(C=CC=C1)C1=CNC=2N=CN=C(C21)N2CCOCC2 4-(5-(2-Chlorophenyl)-7H-pyrrolo[2,3-d]pyrimidin-4-yl)morpholine